CC(C[C@H](C(=O)N1CCOCC1)NC(OC(C)(C)C)=O)C (R)-tert-butyl (4-methyl-1-morpholino-1-oxopentan-2-yl)carbamate